8-(2-chloropyridin-4-yl)-4-(3-methoxybenzyl)-3,4-dihydrobenzo[f][1,4]oxazepin-5(2H)-one ClC1=NC=CC(=C1)C1=CC2=C(C(N(CCO2)CC2=CC(=CC=C2)OC)=O)C=C1